COC(C1=CC=C(C=C1)NC=1C(=NC(=CC1)C1=CC=CC=2OCCOC21)OC)=O 4-[6-(2,3-Dihydro-benzo[1,4]dioxin-5-yl)-2-methoxy-pyridin-3-ylamino]-benzoic acid methyl ester